methyl (1s,4s)-6'-acetyl-2'-bromo-4-[(3-chlorophenyl)(trifluoroacetyl)amino]-5'-methylspiro[cyclohexane-1,1'-indene]-4-carboxylate C(C)(=O)C1=C(C=C2C=C(C3(C2=C1)CCC(CC3)(C(=O)OC)N(C(C(F)(F)F)=O)C3=CC(=CC=C3)Cl)Br)C